3-(6-bromopyrrolo[1,2-b]pyridazin-4-yl)-3,8-diazabicyclo[3.2.1]octane-8-carboxylic acid tert-butyl ester C(C)(C)(C)OC(=O)N1C2CN(CC1CC2)C=2C=1N(N=CC2)C=C(C1)Br